methyl 3-(9-((4-(bis(tert-butoxycarbonyl)amino)-3-bromophenyl)carbamoyl)-4,5-dihydrobenzo[b]thieno[2,3-d]oxepin-8-yl)-6-(propylcarbamoyl)picolinate C(C)(C)(C)OC(=O)N(C1=C(C=C(C=C1)NC(=O)C1=CC2=C(OCCC3=C2SC=C3)C=C1C=1C(=NC(=CC1)C(NCCC)=O)C(=O)OC)Br)C(=O)OC(C)(C)C